C(#N)[C@H]1C[C@@H](N(C1)C(=O)OC(C)(C)C)C tert-Butyl (2S,4S)-4-cyano-2-methylpyrrolidine-1-carboxylate